dimercaptoazobenzene SC1=CC=C(C=C1)N=NC1=CC=C(C=C1)S